N-(6-methyl-3-(3-(trifluoromethyl)-bicyclo[1.1.1]pentane-1-carbonyl)pyridin-2-yl)pivalamide CC1=CC=C(C(=N1)NC(C(C)(C)C)=O)C(=O)C12CC(C1)(C2)C(F)(F)F